ClC=1C=2N(C=C(C1)C1CC1)C=C(N2)CN (8-chloro-6-cyclopropylimidazo[1,2-a]pyridin-2-yl)methanamine